C[C@H](COC1=CC=C(C=C1)[C@@H](CC(=O)O)C#CC)CC (3R)-3-{4-[(2S)-2-methylbutoxy]phenyl}hex-4-ynoic acid